N-(1,1-dimethyl-2-oxopropylthio)-N-methylcarbamoyl fluoride CC(C(C)=O)(SN(C(=O)F)C)C